4-(4-chlorophenyl)-9,9-dimethyl-9H-fluorene ClC1=CC=C(C=C1)C1=CC=CC=2C(C3=CC=CC=C3C12)(C)C